3,4-(METHYLENE-D2)-DIOXYPHENYLBORONIC ACID [2H]C1(OC2=C(O1)C=C(C=C2)B(O)O)[2H]